OCCOC(\C(=C(/C(=O)OCCO)\Cl)\Cl)=O dichloromaleic acid bis(2-hydroxyethyl) ester